CP(CC)C dimethyl-ethylphosphine